1-Ethyl-3-methylpyrrolium acetat C(C)(=O)[O-].C(C)[NH+]1C=C(C=C1)C